C(C)(C)(C)OC(NC1=NC(=NC=C1)CO)=O.C(CC)SC1=CC=C(C=C1)Cl 4-(propylthio)chlorobenzene tert-Butyl-2-(hydroxymethyl)pyrimidin-4-ylcarbamate